pyruvyl methacrylate C(C(=C)C)(=O)OC(C(=O)C)=O